CC1=CC=C(C=N1)OCCN(CC[C@@H](C(=O)O)NC1=NC=NC=C1)CCCCC1=NC=2NCCCC2C=C1 (S)-4-((2-((6-methylpyridin-3-yl)oxy)ethyl)(4-(5,6,7,8-tetrahydro-1,8-naphthyridin-2-yl)butyl)amino)-2-(pyrimidin-4-ylamino)butanoic acid